CC(C)[O-] propan-2-olat